C12(CNCC(CC1)N2C(=O)OC(C)(C)C)C(=O)OC 8-(tert-butyl) 1-methyl 3,8-diazabicyclo[3.2.1]octane-1,8-dicarboxylate